1-(3,4-difluorophenyl)ethan-1-one FC=1C=C(C=CC1F)C(C)=O